3-Methoxy-5-ethynylpyridine heptadecan-9-yl-((((2R,3S,5R)-5-(6-amino-2-fluoro-9H-purin-9-yl)-2-ethynyl-3-hydroxytetrahydrofuran-2-yl)methoxy)(phenoxy)phosphoryl)-L-alaninate CCCCCCCCC(CCCCCCCC)N([C@@H](C)C(=O)O)P(=O)(OC1=CC=CC=C1)OC[C@]1(O[C@H](C[C@@H]1O)N1C2=NC(=NC(=C2N=C1)N)F)C#C.COC=1C=NC=C(C1)C#C